2,6-bis(diglycidylaminomethyl)norbornane C(C1CO1)N(CC1CO1)CC1C2C(CC(C1)C2)CN(CC2CO2)CC2CO2